OC1=C(N2C(C3=CC(=CC=C13)C1=CC=C3C=CNC3=C1)=NC=N2)C(=O)NCC(=O)O (6-Hydroxy-9-(1H-indol-6-yl)-[1,2,4]triazolo[5,1-a]isoquinoline-5-carbonyl)glycine